5-pregnene-3β,17,20-triol CC([C@]1(CC[C@H]2[C@@H]3CC=C4C[C@H](CC[C@]4(C)[C@H]3CC[C@]12C)O)O)O